COC1=CC=C(C(=O)N2CC3(CN(C3)C(C=C)=O)[C@H](C2)C2=CC=CC=C2)C=C1 (R)-1-(6-(4-Methoxybenzoyl)-8-phenyl-2,6-diazaspiro[3.4]octan-2-yl)prop-2-en-1-one